C(C)N1C(C=CC2=CN=C(C=C12)N[C@@H](C)C1=CC=C(CN2CCNCC2)C=C1)=O 4-{4-[(S)-1-(1-Ethyl-2-oxo-1,2-dihydro-[1,6]naphthyridin-7-ylamino)-ethyl]-benzyl}-piperazin